dimethylethoxysilylmethyl-bis(diethylamino)methylethyl sulfide C[Si](OCC)(C)CC(C)(C(N(CC)CC)N(CC)CC)SC(C)(C[Si](C)(C)OCC)C(N(CC)CC)N(CC)CC